C(C1=CC=CC=C1)N(N)[C@@H](CO)CC (R)-2-(1-benzylhydrazino)butan-1-ol